(1S,3R,4R)-2-methyl-2-azabicyclo[2.2.1]heptane-3-carboxylic acid CN1[C@H]2CC[C@@H]([C@@H]1C(=O)O)C2